CS(=O)(=O)C(C)(C)C1=NC(=NC=2N3[C@@H](COC[C@H]3COC12)C)C1=CC=C(CN)C=C1 4-[(5R,8aS)-1-(1-methanesulfonyl-1-methyl-ethyl)-5-methyl-5,6,8a,9-tetrahydro-8H-7,10-dioxa-2,4,4b-triazaphenanthrene-3-yl]-benzylamine